N1N=CC=C1NC=1C=C(CNCCCCOCCNC=2C=3C=NNC3C=C(C2)N2C=NN=C2)C=C(C1)OC(F)(F)F N-(2-(4-((3-((1H-pyrazol-5-yl)amino)-5-(trifluoromethoxy)benzyl)amino)butoxy)ethyl)-6-(4H-1,2,4-triazol-4-yl)-1H-indazol-4-amine